ClC1=C(C=C(OC2=CC=3C(=C(N=CC3)OC)N2S(=O)(=O)C2=CC=C(C)C=C2)C=C1)F (4-chloro-3-fluorophenoxy)-7-methoxy-1-tosyl-1H-pyrrolo[2,3-c]pyridine